methyl 4-(2-(2-(3-(3-bromophenyl)-3-hydroxypropyl)-5-oxopyrazolidin-1-yl)ethyl)-2-hydroxybenzoate BrC=1C=C(C=CC1)C(CCN1N(C(CC1)=O)CCC1=CC(=C(C(=O)OC)C=C1)O)O